CC1=CC=2C3=C(NC2C=C1)C(N(C=N3)CCC(=O)NCCNC3=CC=1CCCCC1C=C3)=O 3-(8-methyl-4-oxo-4,5-dihydro-3H-pyrimido[5,4-b]indol-3-yl)-N-(2-((5,6,7,8-tetrahydronaphthalen-2-yl)amino)ethyl)propanamide